ClC1=C(C=C2/C(/C(NC2=C1)=O)=C/C1=C(C(=NC=C1)Cl)F)F (Z)-6-chloro-3-[(2-chloro-3-fluoropyridin-4-yl)methylene]-5-fluoro-1,3-dihydro-2H-indol-2-one